1,1'-bis(diphenylphosphino)3,3'-diacetylferrocene C1(=CC=CC=C1)P([C-]1C=C(C=C1)C(C)=O)C1=CC=CC=C1.[C-]1(C=C(C=C1)C(C)=O)P(C1=CC=CC=C1)C1=CC=CC=C1.[Fe+2]